FC=1C=C2C(=NN(C2=CC1N1CCN(CC1)CC1CCN(CC1)C1=C(C=C(C(=C1)OC)[N+](=O)[O-])C=C)C)N1C(NC(CC1)=O)=O 1-(5-fluoro-6-(4-((1-(5-methoxy-4-nitro-2-vinylphenyl)piperidin-4-yl)methyl)piperazine-1-yl)-1-methyl-1H-indazol-3-yl)dihydropyrimidine-2,4(1H,3H)-dione